tert-butyl-2-[2-chloro-6-cyano-4-[1-[4-[[2-(methanesulfonamido)pyrimidin-4-yl]methoxy]phenyl]-1-methyl-ethyl]phenoxy]acetate C(C)(C)(C)OC(COC1=C(C=C(C=C1C#N)C(C)(C)C1=CC=C(C=C1)OCC1=NC(=NC=C1)NS(=O)(=O)C)Cl)=O